dimethylolphosphine C(O)PCO